3-benzyl-4-cyclopropylthiazol-2(3H)-imine C(C1=CC=CC=C1)N1C(SC=C1C1CC1)=N